CN1C(=NC2=C1C=CC=C2)C=2C=C(C=CC2)C=2C=C(C(=CC2C2=CC(=CC=C2)C2=NC1=C(N2C)C=CC=C1)C1=CC(=CC=C1)N1C2=CC=CC=C2SC=2C=CC=CC12)C1=CC(=CC=C1)N1C2=CC=CC=C2SC=2C=CC=CC12 10,10'-(4',5'-bis(3-(1-methyl-1H-benzo[d]imidazol-2-yl)phenyl)-[1,1':2',1''-terphenyl]-3,3''-diyl)bis(10H-phenothiazine)